octyl 2-furancarboxylate O1C(=CC=C1)C(=O)OCCCCCCCC